(R)-3-(4-amino-6-(dimethylamino)pyrido[3,4-d]pyrimidin-8-yl)-2,4-dimethylphenol NC=1C2=C(N=CN1)C(=NC(=C2)N(C)C)C=2C(=C(C=CC2C)O)C